O.C([O-])([O-])=O.[Yb+3].C([O-])([O-])=O.C([O-])([O-])=O.[Yb+3] Ytterbium(III) carbonate hydrate